Racemic-2,4-dichloro-6-(3-fluorophenyl)-5,6,7,8-tetrahydroquinazoline ClC1=NC=2CC[C@H](CC2C(=N1)Cl)C1=CC(=CC=C1)F |r|